C(C1=CC=CC=C1)N1CCC(=CC1)C1=CC=CC=C1 1-benzyl-4-phenyl-3,6-dihydro-2H-pyridine